pyrido[2,3-d]pyrimidine-4,6-diamine N1=CN=C(C2=C1N=CC(=C2)N)N